C(C)(C)N1C=NC(=C1)\C=C(/C)\C=1N=CSC1 (E)-4-(1-(1-isopropyl-1H-imidazol-4-yl)prop-1-en-2-yl)thiazol